(4R)-4-amino-1-methyl-piperidin-2-one N[C@H]1CC(N(CC1)C)=O